2,3,4,6-tetrakis(11H-benzo[a]carbazol-11-yl)-5-(1-phenyl-1H-benzo[d]imidazol-2-yl)benzonitrile C1=CC=CC=2C1=C1N(C3=CC=CC=C3C1=CC2)C2=C(C#N)C(=C(C(=C2N2C1=CC=CC=C1C1=CC=C3C(=C21)C=CC=C3)N3C2=CC=CC=C2C2=CC=C1C(=C32)C=CC=C1)C1=NC3=C(N1C1=CC=CC=C1)C=CC=C3)N3C1=CC=CC=C1C1=CC=C2C(=C31)C=CC=C2